N-cyclohexyl-2-(1-methyl-1H-pyrazol-4-yl)-4-(methylsulfonyl)aniline C1(CCCCC1)NC1=C(C=C(C=C1)S(=O)(=O)C)C=1C=NN(C1)C